4-(5-(azetidin-3-yl(methyl)amino)-8-fluoro-2-(((2R,7aS)-2-fluorotetrahydro-1H-pyrrolizin-7a(5H)-yl)methoxy)pyrido[4,3-d]pyrimidin-7-yl)-5-ethynyl-6-fluoronaphthalen-2-ol N1CC(C1)N(C1=NC(=C(C=2N=C(N=CC21)OC[C@]21CCCN1C[C@@H](C2)F)F)C2=CC(=CC1=CC=C(C(=C21)C#C)F)O)C